OCN1ONOC1 1-hydroxymethyl-2,4-dioxaimidazolidin